BrC1=CC=CC=2OC(OC21)C2=C(C=C(C=C2)Cl)F 4-bromo-2-(4-chloro-2-fluorophenyl)-1,3-benzodioxole